Methyl (S)-3-(2'-(but-3-en-1-yloxy)-6'-methyl-[1,1'-biphenyl]-3-yl)-3-((S)-2-(4-oxoquinazolin-3(4H)-yl)hex-5-enamido)propanoate C(CC=C)OC1=C(C(=CC=C1)C)C1=CC(=CC=C1)[C@H](CC(=O)OC)NC([C@H](CCC=C)N1C=NC2=CC=CC=C2C1=O)=O